N'-(4-(4-chloro-2-methylphenoxy)phenyl)-3-(difluoromethyl)-1-methyl-1H-pyrazole-4-hydrazide ClC1=CC(=C(OC2=CC=C(C=C2)NNC(=O)C=2C(=NN(C2)C)C(F)F)C=C1)C